CN1CC(CCC1)C1CN(C1)[C@@H]1[C@H](CCCC1)OC=1C=C2CN(C(C2=CC1)=O)C1C(NC(CC1)=O)=O 3-(5-(((1S,2S)-2-(3-(1-meth-ylpiperidin-3-yl)azetidin-1-yl)cyclohexyl)oxy)-1-oxo-isoindolin-2-yl)piperidine-2,6-dione